(S)-2-(3-(1,1-dioxoisothiazolidin-2-yl)bicyclo[1.1.1]pentan-1-yl)hexahydroimidazo[1,5-a]pyrazin-3(2H)-one O=S1(N(CCC1)C12CC(C1)(C2)N2C(N1[C@@H](CNCC1)C2)=O)=O